(bromomethyl)benzenesulfonic acid sodium salt [Na+].BrCC1=C(C=CC=C1)S(=O)(=O)[O-]